P(=O)(O)(O)OC=1C(=O)O[C@@H](C1O)[C@@H](O)CO.C(C)(C)(C)NC(=O)C1=NC=CC(=C1)NC(CC1=C(C(=CC(=C1O)Br)F)Br)=O N-tert-butyl-4-[2-(2,5-dibromo-3-fluoro-6-hydroxyphenyl)acetamido]pyridine-2-carboxamide phosphoascorbate